2-amino-N-(2-(2,6-dioxopiperidin-3-yl)-1-oxoisoindolin-5-yl)-1H-benzo[d]imidazole-5-carboxamide NC1=NC2=C(N1)C=CC(=C2)C(=O)NC=2C=C1CN(C(C1=CC2)=O)C2C(NC(CC2)=O)=O